7-(3-methyl-1H-pyrrolo[2,3-b]pyridin-5-yl)-2-(3,4,5,6-tetrahydro-2H-pyran-4-ylmethyl)-5-[(2S)-tetrahydro-1H-pyrrol-2-yl]-1,2,3,4-tetrahydroisoquinoline CC1=CNC2=NC=C(C=C21)C2=CC(=C1CCN(CC1=C2)CC2CCOCC2)[C@H]2NCCC2